CN(C(=O)C1=CC2=C(NC3=CC=CC=C23)C(=N1)C(=O)N)C N3,N3-Dimethyl-9H-pyrido[3,4-b]indole-1,3-dicarboxamide